[NH4+].C(=C)C1=C(C(=NN1)C=C)CC1=CC=CC=C1 vinylbenzyl-vinyl-pyrazole ammonium